(S)-methyl 2-((tert-butoxy carbonyl) amino)-3-(7-isopropyl-1H-indol-3-yl)propanoate C(C)(C)(C)OC(=O)N[C@H](C(=O)OC)CC1=CNC2=C(C=CC=C12)C(C)C